tert-Butyl N-tert-butoxycarbonyl-N-[4-carbamoyl-5-[4-[2-[[3-[2,4-dichloro-5-[(dimethylamino)methyl]phenyl]isoxazol-5-yl]amino]-2-oxo-ethyl]phenyl]-2-isopropyl-pyrazol-3-yl]carbamate C(C)(C)(C)OC(=O)N(C(OC(C)(C)C)=O)C=1N(N=C(C1C(N)=O)C1=CC=C(C=C1)CC(=O)NC1=CC(=NO1)C1=C(C=C(C(=C1)CN(C)C)Cl)Cl)C(C)C